8-methyl-7-{4-(trifluoromethyl)phenoxy}chroman-4-amine CC=1C(=CC=C2C(CCOC12)N)OC1=CC=C(C=C1)C(F)(F)F